FC(S(=O)(=O)OC=1C=C2CCOC3(CC(N(CC3)CC3=CC=CC=C3)C)C2=CC1C)(F)F (1'-benzyl-2',7-dimethyl-spiro[isochromane-1,4'-piperidine]-6-yl) trifluoromethanesulfonate